NC1=NC=C(C(=N1)C(F)F)C1=NC(=NC(=N1)N1CCOCC1)N1CCC(CC1)C(=O)OC(C)(CCCN)C 5-amino-2-methylpentan-2-yl 1-{4-[2-amino-4-(difluoromethyl)pyrimidin-5-yl]-6-(morpholin-4-yl)-1,3,5-triazin-2-yl}piperidine-4-carboxylate